ClC1=C(C=C(C(=C1)N1CC(C1)O)F)C1C(N(C(CC1)=O)CO)=O 3-[2-Chloro-5-fluoro-4-(3-hydroxy-1-azetidinyl)phenyl]-1-(hydroxymethyl)-2,6-piperidinedione